C(#N)C1=CC(=NC=C1)C#C\C=C/1\C(N(CC1)C(=O)OC(C)C)(C)C Propan-2-yl (3E)-3-[3-(4-cyanopyridin-2-yl)prop-2-yn-1-ylidene]-2,2-dimethylpyrrolidine-1-carboxylate